N1C(C=CC=C1)C(=O)[O-] pyridine-2(1H)-carboxylate